C1(CC1)C=1C=2N(N=C(C1)C=1C(NC(NC1)=O)=O)C=CN2 5-(8-cyclopropylimidazo[1,2-b]pyridazin-6-yl)pyrimidine-2,4(1H,3H)-dione